ClC1=C(C=CC=C1)C=CC(=O)O o-chlorobenzeneacrylic acid